bis-(4,4'-hydroxyphenyl) sulfone OC1=C(C=CC=C1)S(=O)(=O)C1=C(C=CC=C1)O